ClC1=CC(=C(C(=C1)F)C(C=O)N1C(N\C(\C1=O)=C/C1=CNC2=C(C(=CC=C12)Cl)F)=O)F (Z)-2-(4-chloro-2,6-difluorophenyl)-2-(4-((6-chloro-7-fluoro-1H-indol-3-yl)methylene)-2,5-dioxoimidazolidin-1-yl)acetaldehyde